N([C@@H](CCCNC(N)=N)C(=O)O)C(CC(=O)[O-])CCC(=O)[O-] 3-argininoadipate